C(C=C)OCC(C(=O)OC=C(CC)C)=C 2-methylbutenyl α-allyloxymethylacrylate